ClC=1C(=NC=CC1C1=NC(=C(C=C1)C=O)OC)C1=C2CC[C@@H](C2=CC=C1)NC1=NC(=C(N=C1C(F)(F)F)C=O)OC (S)-3'-chloro-2'-(1-((5-formyl-6-methoxy-3-(trifluoromethyl)pyrazin-2-yl)amino)-2,3-dihydro-1H-inden-4-yl)-6-methoxy-[2,4'-bipyridine]-5-carbaldehyde